CC1(NC(=CC(=C1)C(=O)N[C@@H]1[C@H](C1)C)CC1=C2CC(NC2=CC=C1)=O)C(=O)N 2-methyl-N4-((1S,2S)-2-methylcyclopropyl)-6-((2-oxoindolin-4-yl)methyl)pyridine-2,4-dicarboxamide